N,N-diethyl-ethane-1,2-diamine C(C)N(CCN)CC